(biphenylyl)[(biphenylyl)(biphenylyl)triazinyl]carbazole C1(=C(C=CC=C1)C1=C(C=2NC3=CC=CC=C3C2C=C1)C1=NN=NC(=C1C1=C(C=CC=C1)C1=CC=CC=C1)C1=C(C=CC=C1)C1=CC=CC=C1)C1=CC=CC=C1